5-(2-methyl-1H-pyrrol-1-yl)-2,3-dihydrobenzofuran-2-carboxylic acid CC=1N(C=CC1)C=1C=CC2=C(CC(O2)C(=O)O)C1